Cl.NCCOCCCCC(=O)N1CCC(CC1)[C@@H]1CCNC=2N1N=C(C2C(=O)N)C2=CC=C(C=C2)OC2=CC=CC=C2 (S)-7-(1-(5-(2-aminoethoxy)pentanoyl)piperidin-4-yl)-2-(4-phenoxyphenyl)-4,5,6,7-tetrahydropyrazolo[1,5-a]Pyrimidine-3-carboxamide hydrochloride